3-[(4-Fluorophenoxy)methyl]-2-[5-(2-fluorophenyl)-2-methyl-1,3-thiazol-4-carbonyl]-2-azabicyclo[3.1.1]heptan FC1=CC=C(OCC2N(C3CC(C2)C3)C(=O)C=3N=C(SC3C3=C(C=CC=C3)F)C)C=C1